NC=1C=C(C=CC1Cl)C=1C=C(C=CC1)[C@H]1SCC[C@H](NC1=O)CN (2R,5S)-2-[3-(3-amino-4-chloro-phenyl)phenyl]-5-(aminomethyl)-1,4-thiazepan-3-one